4-amino-N-cyclopropyl-7-fluoro-N-(1-(5-(trifluoromethoxy)pyridin-2-yl)ethyl)imidazo[1,5-a]quinoxaline-8-formamide NC=1C=2N(C3=CC(=C(C=C3N1)F)C(=O)N(C(C)C1=NC=C(C=C1)OC(F)(F)F)C1CC1)C=NC2